(2R,3R,4S,5R)-4-[[3-(3,4-Difluoro-2-methoxy-phenyl)-4-ethyl-5-methyl-5-(trifluoromethyl)tetrahydrofuran-2-carbonyl]amino]pyridin-2-carboxamid FC=1C(=C(C=CC1F)[C@@H]1[C@@H](O[C@]([C@H]1CC)(C(F)(F)F)C)C(=O)NC1=CC(=NC=C1)C(=O)N)OC